(S)-2-(3-amino-2,6-dichlorobenzamido)-3-(3-((R)-2,3-dihydro-1H-inden-1-yl)ureido)propanoic acid NC=1C(=C(C(=O)N[C@H](C(=O)O)CNC(=O)N[C@@H]2CCC3=CC=CC=C23)C(=CC1)Cl)Cl